O1CC(C1)C1=CC(=NN1C1=CC=C(C=C1)CN)C(F)(F)F (4-(5-(oxetan-3-yl)-3-(trifluoromethyl)-1H-pyrazol-1-yl)phenyl)methanamine